tert-butyl (2-chloro-4-(((1-methyl-1H-imidazol-2-yl)(phenyl)methylene) amino) phenyl)(cyclobutyl)carbamate ClC1=C(C=CC(=C1)N=C(C1=CC=CC=C1)C=1N(C=CN1)C)N(C(OC(C)(C)C)=O)C1CCC1